N[C@@H]1CCC2=C(N(C=C21)C)C(=O)NC2=CC(=C(C=C2)F)Cl |r| rac-4-amino-N-(3-chloro-4-fluorophenyl)-2-methyl-2,4,5,6-tetrahydrocyclopenta[c]pyrrole-1-carboxamide